C(OC[C@]1(O[C@H](C[C@@H]1O)N1C2=NC(=NC(=C2N=C1)N)F)C#C)(OCCCC)=O ((2R,3S,5R)-5-(6-amino-2-fluoro-9H-purin-9-yl)-2-ethynyl-3-hydroxytetrahydrofuran-2-yl)methyl butyl carbonate